7-bromo-3-(dimethylamino)benzo[b]thiophene-2-carboxylic acid BrC1=CC=CC2=C1SC(=C2N(C)C)C(=O)O